tert-butyl (4-bromo-2-(3-methyl-4-nitro-1-((2-(trimethylsilyl)ethoxy)methyl)-1H-pyrazol-5-yl)phenyl)carbamate BrC1=CC(=C(C=C1)NC(OC(C)(C)C)=O)C1=C(C(=NN1COCC[Si](C)(C)C)C)[N+](=O)[O-]